1-(2H-spiro[benzofuran-3,4'-piperidin]-6-yl)dihydropyrimidine-2,4(1H,3H)-dione N1CCC2(CC1)COC1=C2C=CC(=C1)N1C(NC(CC1)=O)=O